FC(C(C(C(C(C(F)(F)F)(F)F)(F)F)(F)F)(F)F)([K])F perfluorohexyl-potassium